N-(5-(2-amino-9,10-dihydro-8H-pyrido[1,6-a:2,3-d']dipyrimidin-6-yl)-6-methylpyridin-3-yl)-3-(trifluoromethyl)benzamide NC=1N=CC2=C(N1)N1C(=NCCC1)C(=C2)C=2C=C(C=NC2C)NC(C2=CC(=CC=C2)C(F)(F)F)=O